N,N-dimethyl-3-(5-((2R,5S)-5-methylpiperidin-2-yl)benzo[d]thiazol-2-yl)cyclobutanamine CN(C1CC(C1)C=1SC2=C(N1)C=C(C=C2)[C@@H]2NC[C@H](CC2)C)C